FC(C1=CC2=C(C(=NO2)N2C(N3C(=C2)C([C@@H](C3)NS(=O)(=O)CF)(F)F)=O)C(=C1)C1=C(C=CC=C1F)F)F N-{(6R)-2-[6-(difluoromethyl)-4-(2,6-difluorophenyl)-1,2-benzoxazol-3-yl]-7,7-difluoro-3-oxo-2,5,6,7-tetrahydro-3H-pyrrolo[1,2-c]imidazol-6-yl}-1-fluoromethanesulfonamide